CC1=C(C=NO1)C(=O)NC1=CNC2=CC=C(C=C12)OC1CC(C1)C1=CC=C(C=C1)C(F)(F)F 5-methyl-N-{5-[(1R,3R)-3-[4-(trifluoromethyl)-phenyl]cyclobutoxy]-1H-indol-3-yl}-1,2-oxazole-4-carboxamide